2-(4-Methoxyphenyl)-4H-chromen-4-one COC1=CC=C(C=C1)C=1OC2=CC=CC=C2C(C1)=O